(S)-N6-(1-(benzo[b]thiophen-4-yl)piperidin-4-yl)-N6-propyl-4,5,6,7-tetrahydrobenzo[d]thiazole-2,6-diamine hydrochloride salt Cl.S1C2=C(C=C1)C(=CC=C2)N2CCC(CC2)N([C@@H]2CC1=C(N=C(S1)N)CC2)CCC